2-(3-Amino-2-fluoro-4-nitro-phenoxy)ethanol NC=1C(=C(OCCO)C=CC1[N+](=O)[O-])F